6-{2-[(1-acetylpiperidin-4-yl)amino]-5-chloropyrimidin-4-yl}-2-[2-oxo-2-(1,2,3,4-tetrahydroisoquinolin-2-yl)ethyl]-2,3-dihydro-1H-isoindol-1-one C(C)(=O)N1CCC(CC1)NC1=NC=C(C(=N1)C1=CC=C2CN(C(C2=C1)=O)CC(N1CC2=CC=CC=C2CC1)=O)Cl